CC1CC(C1)(C1=NN=CN1C)C=1C=C(N)C=CC1 3-[(1r,3s)-3-methyl-1-(4-methyl-1,2,4-triazol-3-yl)cyclobutyl]aniline